CC(=CCCC(C)C1CCC2C3CCC4CC(CCC4=C3CCC12)=O)C 17-(6-methylhept-5-en-2-yl)-1,2,4,5,6,7,11,12,14,15,16,17-dodecahydrocyclopenta[a]phenanthren-3-one